methylimidazole hydrogensulfate S(=O)(=O)(O)O.CC=1NC=CN1